ClC1=CC=C(C=C1)C1=NN(CC1C1=CC=CC=C1)C(=O)NS(=O)(=O)N1CC(CCC1)(F)F 3-(4-chlorophenyl)-N-((3,3-difluoropiperidin-1-yl)sulfonyl)-4-phenyl-4,5-dihydro-1H-pyrazole-1-carboxamide